CS(=O)(=O)[C@@H]1CNCC1 (3S)-3-methanesulfonylpyrrolidine